3-(4,5-diphenyloxazol-2-yl)propanoic acid C1(=CC=CC=C1)C=1N=C(OC1C1=CC=CC=C1)CCC(=O)O